NC(COC1=CC=2N(C=C1)C(=CN2)C2=CC(=C(C(=O)NC1CC1)C(=C2)OC)OC(F)F)C2CC2 4-[7-(2-amino-2-cyclopropyl-ethoxy)imidazo[1,2-a]pyridin-3-yl]-N-cyclopropyl-2-(difluoromethoxy)-6-methoxy-benzamide